4,4'-bis(2,3-epoxypropoxy)-3,3',5,5'-tetramethylbiphenyl C(C1CO1)OC1=C(C=C(C=C1C)C1=CC(=C(C(=C1)C)OCC1CO1)C)C